BrCCCCCOC1=CC=C(C=C1)OCCCCCBr 1,4-bis((5-bromopentyl)oxy)benzene